FC=1C=CC(=C(C1)S(=O)(=O)NC1=CC=2C(N3[C@@H](COC2N=C1)C[C@@H](C3)O)=O)OC 5-fluoro-N-[(8S,9aR)-8-hydroxy-5-oxo-8,9,9a,10-tetrahydro-5H,7H-pyrido[3,2-f]pyrrolo[2,1-c][1,4]oxazepin-3-yl]-2-methoxybenzenesulfonamide